C(CCOC1=CC2=C([Se]C(=C2)C(CC(C(=O)O)C(C)C)=O)C=C1OC)OC1=CC2=C([Se]C(=C2)C(CC(C(=O)O)C(C)C)=O)C=C1OC 4,4'-((propane-1,3-diylbis(oxy))bis(6-methoxybenzo[b]selenophen-5,2-diyl))bis(2-isopropyl-4-oxobutanoic acid)